COC1=CC=C(C(C2=CC=C(C=C2)OC)(C2=CC=CC=C2)OCCCCC[NH-])C=C1 5-(4,4'-dimethoxytrityloxy)pentylamide